C12(CC1)C(NCC1=CC=CC=C12)=O spiro[1,2-dihydroisoquinoline-4,1'-cyclopropane]-3-one